C(C)(C)(C)OC(=O)N1CCN(CC1)C1=C(N(C2=CC(=C(N=C2C1=O)N(C)C)F)CC(=O)O)CC 2-(3-(4-(tert-butoxycarbonyl)piperazin-1-yl)-6-(dimethylamino)-2-ethyl-7-fluoro-4-oxo-1,5-naphthyridin-1(4H)-yl)acetic acid